3-(6-(hydroxymethyl)pyridin-3-yl)-2,5-dihydro-1H-pyrrole-1-carboxylic acid tert-butyl ester C(C)(C)(C)OC(=O)N1CC(=CC1)C=1C=NC(=CC1)CO